FC=1C(=NC=C(C1)NC=1OC(=CN1)C1=NC=C(C=C1)C(F)(F)F)C(=NO)N 3-fluoro-N'-hydroxy-5-((5-(5-(trifluoromethyl)pyridin-2-yl)oxazol-2-yl)amino)pyridinecarboxamidine